C(#N)C1=CC=C(S1)C(=O)NCC1=NC(=NO1)C=1C=C2C(=CC=CN2C1SC(F)(F)F)N[C@H]1[C@H](CN(CC1)C)F 5-cyano-N-{[3-(8-{[(3S,4R)-3-fluoro-1-methylpiperidin-4-yl]amino}-3-[(trifluoromethyl)sulfanyl]indolizin-2-yl)-1,2,4-oxadiazol-5-yl]methyl}thiophene-2-carboxamide